COC(\C=C\C1=CC(=C(C=C1)OCCCCCBr)OC)=O (E)-3-{4-[(5-bromopentyl)oxy]-3-methoxyphenyl}acrylic acid methyl ester